N1=CC(=C2OCCCN21)S(=O)(=O)NC(OC2=CC=CC=C2)=O Phenyl ((6,7-dihydro-5H-pyrazolo[5,1-b][1,3]oxazin-3-yl)sulfonyl)carbamate